6-(Dimethoxymethyl)-5-(trifluoromethyl)pyridine-3-carbaldehyde COC(C1=C(C=C(C=N1)C=O)C(F)(F)F)OC